C(=O)(C(=C)C)OC[SiH](OCC)OCC methacryl-oxymethyldiethoxysilane